(S)-1-(3-(2-((4-(4-methylpiperazin-1-yl)phenyl)amino)quinazolin-8-yl)pyrrolidin-1-yl)prop-2-en-1-one CN1CCN(CC1)C1=CC=C(C=C1)NC1=NC2=C(C=CC=C2C=N1)[C@H]1CN(CC1)C(C=C)=O